CN(C1=CC=C(C=C1)CCC(=O)NC=1C(=NC=CC1)C(=O)N1CCC(CC1)OC1=NC=C(C=C1)C1=CC=C(C=C1)N(C)C)C 3-(4-(dimethylamino)phenyl)-N-(2-(4-((5-(4-(dimethylamino)phenyl)pyridin-2-yl)oxy)piperidine-1-carbonyl)pyridin-3-yl)propanamide